BrC=1C(=C(C(=O)O)C=C(C1)C)I 3-bromo-2-iodo-5-methyl-benzoic acid